ClC1=CC(=C(C=C1)SCC(=O)N1CCN(CC1)C(=O)[C@H]1[C@@H](C1)C1=CC=CC=C1)C 2-((4-Chloro-2-methylphenyl)thio)-1-(4-(trans-2-phenylcyclopropanecarbonyl)piperazin-1-yl)ethanone